N,N-dimethylglycine chloride CN(CC(=O)Cl)C